C(#N)C1CC2(C1)C[C@H](N(CC2)CC2=C1C=CNC1=C(C=C2OC)C)C2=CC=C(C(=O)N1CC(C1)CC(=O)O)C=C2 2-(1-(4-((2R,4s,6S)-2-cyano-7-((5-methoxy-7-methyl-1H-indol-4-yl)methyl)-7-azaspiro[3.5]nonan-6-yl)benzoyl)azetidin-3-yl)acetic acid